(R)-2,2-difluoro-6-(5-fluoro-6-(2,2,2-trifluoroethoxy)pyridin-3-yl)-7-((5-methoxy-7-methyl-1H-indol-4-yl)methyl)-7-azaspiro[3.5]nonane FC1(CC2(C1)C[C@@H](N(CC2)CC2=C1C=CNC1=C(C=C2OC)C)C=2C=NC(=C(C2)F)OCC(F)(F)F)F